3,5,7-Trihydroxy-2-(4-hydroxy-phenyl)-6-(3-methyl-but-2-enyl)-1-benzopyran-4-one OC1=C(OC2=C(C1=O)C(=C(C(=C2)O)CC=C(C)C)O)C2=CC=C(C=C2)O